tert-butyl (2S)-4-(1-((7-fluoro-2-methylimidazo[1,2-a]pyridin-6-yl)carbamoyl)-2,3-dihydro-1H-pyrrolo[2,3-b]pyridin-4-yl)-2-methylpiperidine-1-carboxylate FC1=CC=2N(C=C1NC(=O)N1CCC=3C1=NC=CC3C3C[C@@H](N(CC3)C(=O)OC(C)(C)C)C)C=C(N2)C